ClC1=C(C=CC=C1)N1C(=NN=C1C=1SC=CN1)C1CC(C1)NC(=O)C1=NC=CC=C1 N-((1S,3r)-3-(4-(2-chlorophenyl)-5-(thiazol-2-yl)-4H-1,2,4-triazol-3-yl)cyclobutyl)pyridineamide